NC1=CC=C(C=C1)C1=NC2=C(N1)C=CC(=C2)C(=O)N 2-(4-amino-phenyl)-1H-benzimidazole-5-carboxylic acid amide